NC1=NC=2N=CC(=CC2C2=C1COC2)C(=O)N(CC2=NC=C(C=C2)C(F)(F)F)CC2CC2 4-amino-N-(cyclopropylmethyl)-N-((5-(trifluoromethyl)-2-pyridinyl)methyl)-1,3-dihydrofuro[3,4-c][1,8]naphthyridine-8-carboxamide